NC1=NC(=NC(=C1N)S)S 4,5-diamino-2,6-dimercaptopyrimidine